Trivinylnaphthalene trioxide C(=C)C12C3(C(C4=CC=CC5C4(C1O2)O5)(C=C)O3)C=C